[K+].C(C)(C)(C)C1=NC(=NO1)C(=O)[O-] 5-(tert-butyl)-1,2,4-oxadiazole-3-carboxylic acid potassium salt